OCCCOCCCO (3-hydroxypropyl)ether